Ascorbic Acid Dipalmitate C(CCCCCCCCCCCCCCC)(=O)O.C(CCCCCCCCCCCCCCC)(=O)O.O=C1C(O)=C(O)[C@H](O1)[C@@H](O)CO